6-bromo-5-fluoroisoindolin-1-one BrC1=C(C=C2CNC(C2=C1)=O)F